Methyl 3-(trifluoromethyl)-1-(4-(trifluoromethyl)piperidin-1-yl)isoquinoline-6-carboxylate FC(C=1N=C(C2=CC=C(C=C2C1)C(=O)OC)N1CCC(CC1)C(F)(F)F)(F)F